CN1C(C2=NC(=C(C=C2C1)C1=NN2C(N=CC=C2)=C1C(=O)N)N1CCOCC1)=O (6-methyl-2-morpholino-7-oxo-6,7-dihydro-5H-pyrrolo[3,4-b]pyridin-3-yl)pyrazolo[1,5-a]pyrimidine-3-carboxamide